[2'-(3-chloro-1H-pyrrolo[2,3-b]pyridin-5-yl)-5',6'-dihydrospiro[piperidine-4,4'-pyrrolo[1,2-b]pyrazol]-1-yl](morpholin-4-yl)methanone ClC1=CNC2=NC=C(C=C21)C=2C=C1N(N2)CCC12CCN(CC2)C(=O)N2CCOCC2